ethyl Nα-benzyl-1-methyl-D-tryptophanate C(C1=CC=CC=C1)N[C@H](CC1=CN(C2=CC=CC=C12)C)C(=O)OCC